6-hydroxy-4-(4-hydroxy-3-methoxyphenyl)-7-methoxy-3-(methoxycarbonyl)-3,4-dihydronaphthalene OC=1C=C2C(C(C=CC2=CC1OC)C(=O)OC)C1=CC(=C(C=C1)O)OC